methyl 5-chloro-4-(((6-(cyclopentyloxy)pyridin-2-yl)oxy)methyl)-2-fluorobenzoate ClC=1C(=CC(=C(C(=O)OC)C1)F)COC1=NC(=CC=C1)OC1CCCC1